NCC=1C=C(C=CC1)C1=CC(=CC(=C1)N1CCC2(COC2)CC1)COC1=C(C=CC=C1F)CC(=O)O 2-(2-((3'-(aminomethyl)-5-(2-oxa-7-azaspiro[3.5]nonan-7-yl)-[1,1'-biphenyl]-3-yl)methoxy)-3-fluorophenyl)acetic acid